N-(2-(2,2-dimethylpyrrolidin-1-yl)ethyl)-6-methyl-5-((1-methyl-8-(pyridin-3-yl)-1H-pyrazolo[3,4-d]pyrrolo[1,2-b]pyridazin-3-yl)amino)nicotinamide CC1(N(CCC1)CCNC(C1=CN=C(C(=C1)NC1=NN(C=2C=3N(N=CC21)C=C(C3)C=3C=NC=CC3)C)C)=O)C